ClC=1C=C(C=C2C(=CC=NC12)NCC(C)(C)C)N[C@@H](C=1C(=NC(=CC1)F)C)C=1N=NN(C1C#N)C1(CC1)C(F)F (S)-8-chloro-6-(((5-cyano-1-(1-(difluoromethyl)cyclopropyl)-1H-1,2,3-triazol-4-yl)(6-fluoro-2-methylpyridin-3-yl)methyl)amino)-4-(neopentylamino)quinoline